C(C)(C)(C)OC(=O)N[C@H](C(=O)NC1(CC2=CC=CC=C2C1)C(=O)OC)CC(C)C methyl (S)-2-(2-((tert-butoxycarbonyl)amino)-4-methyl pentanamido)-2,3-dihydro-1H-indene-2-carboxylate